FC=1C=C2C(=CNC2=CC1)C1CCN(CC1)CCCCN1C(N2C(CC1=O)CCC2)=O 2-{4-[4-(5-Fluoro-1H-indol-3-yl)-piperidin-1-yl]-butyl}-tetrahydro-pyrrolo[1,2-c]pyrimidine-1,3-dione